(4Z)-4-(1,3-Benzothiazol-6-ylmethylene)-2-[[(1R,2R,3R,5S)-2,6,6-trimethylnorpinan-3-yl]amino]-1H-imidazol-5-one S1C=NC2=C1C=C(C=C2)\C=C\2/N=C(NC2=O)N[C@H]2[C@@H]([C@@H]1C([C@H](C2)C1)(C)C)C